phenyl-phosphine Dichloride [Cl-].[Cl-].C1(=CC=CC=C1)P